S-(5-hydroxypentyl) 4-methylthiobenzenesulfonate CC1=CC=C(C=C1)S(=O)(=O)SCCCCCO